NC1=CC2=C(O\C(\C(N2)=O)=C/C2=CC(=C(C(=C2)Br)O)Br)C=C1 (Z)-6-amino-2-(3',5'-dibromo-4'-hydroxybenzylidene)-2H-benzo[b][1,4]oxazin-3(4H)-one